C1(=CC=CC=C1)C1=C(C=C(C=C1C)C)C phenyl-2,4,6-trimethyl-benzene